5-Fluoro-4-methoxy-2-(3-((4-oxo-2-propyl-5,6,7,8-tetrahydroquinazolin-3(4H)-yl)methyl)isoxazol-5-yl)benzonitrile FC=1C(=CC(=C(C#N)C1)C1=CC(=NO1)CN1C(=NC=2CCCCC2C1=O)CCC)OC